N-[(S)-1-methyl-4-azepanyl]-6-[3-(4-mesyl-2-anisidino)-1-propynyl]-1-(2,2,2-trifluoroethyl)-1H-benzo[d]imidazole-4-carboxamide CN1CC[C@H](CCC1)NC(=O)C1=CC(=CC=2N(C=NC21)CC(F)(F)F)C#CCNC=2C(OC)=CC=C(C2)S(=O)(=O)C